tert-butyl (R)-8-(((S)-2,6-dioxopiperidin-3-yl)carbamoyl)-1,2,4a,5-tetrahydropyrazino[1,2-d]pyrido[2,3-b][1,4]oxazine-3(4H)-carboxylate O=C1NC(CC[C@@H]1NC(=O)C=1C=CC2=C(OC[C@@H]3N2CCN(C3)C(=O)OC(C)(C)C)N1)=O